pentaaminoisophthalic acid NOC(C1=C(C(C(=O)O)=C(C(=C1N)N)N)N)=O